tert-butyl-2-[3-(trifluoromethyl)pyridin-4-yl]pyrido[3,4-d]pyrimidin-4-amine C(C)(C)(C)C1=CN=CC=2N=C(N=C(C21)N)C2=C(C=NC=C2)C(F)(F)F